FC1=CC(=C2C=C(NC2=C1)C(=O)O)C 6-fluoro-4-methyl-1H-indole-2-carboxylic acid